[O-2].[Mn+2] Manganese-oxide